NC1=C2C(=C3C(=N1)C=C(N3COCC[Si](C)(C)C)C(=O)N(C)C(C)C3=NC=C(C=C3F)C3CC3)COC2 5-amino-N-(1-(5-cyclopropyl-3-fluoropyridin-2-yl)ethyl)-N-methyl-1-((2-(trimethylsilyl)ethoxy)methyl)-6,8-dihydro-1H-furo[3,4-d]pyrrolo[3,2-b]pyridine-2-carboxamide